isobutyl-1,1,3,3,3-penta-hydroxy-1,3-disilapropane Iodide [I-].C(C(C)C)[Si](C[Si](O)(O)O)(O)O